NC1=NC=CC=C1C1=NC=2C(=NC=CC2)N1C1=CC=C(CNC=2C=NC(=NC2)C#N)C=C1 5-((4-(2-(2-Aminopyridin-3-yl)-3H-imidazo[4,5-b]pyridin-3-yl)benzyl)amino)pyrimidine-2-carbonitrile